CCCCCCC(C)O The molecule is an octanol carrying the hydroxy group at position 2. It has a role as a volatile oil component and a plant metabolite. It is an octanol and a secondary alcohol.